N-((2S)-5-hydroxy-1-oxo-1-(((2S)-6,6,6-trifluoro-1-hydroxy-1-(thiazol-2-yl)hexan-2-yl)amino)hexan-2-yl)-2-phenylthiazole-5-carboxamide OC(CC[C@@H](C(N[C@H](C(C=1SC=CN1)O)CCCC(F)(F)F)=O)NC(=O)C1=CN=C(S1)C1=CC=CC=C1)C